C(C)(C)(C)OC(=O)N1CC(C1)N1C=CC=2C1=NC(=CC2C=O)Cl 3-(6-chloro-4-formyl-1H-pyrrolo[2,3-b]pyridin-1-yl)azetidine-1-carboxylic acid tert-butyl ester